CC1=C(C=2N(C=C1C1=C(C=3C(=CN=C(C3)C3CCN(CC3)CC(=O)NC)N1)C(C)C)N=CN2)C 2-(4-(2-(7,8-dimethyl-[1,2,4]triazolo[1,5-a]pyridin-6-yl)-3-isopropyl-1H-pyrrolo[2,3-c]pyridin-5-yl)piperidin-1-yl)-N-methylacetamide